BrC(C(=O)C1CC1)C1=C(C=CC=C1)F 2-bromo-2-(2-fluorophenyl)-1-cyclopropyl-ethanone